(6bR,10aS)-3-methyl-2-oxo-2,3,6b,9,10,10a-hexahydro-1H,7H-pyrido[3',4':4,5]pyrrolo[1,2,3-de]quinoxaline-8-carboxylic acid ethyl ester C(C)OC(=O)N1C[C@@H]2[C@@H](N3CC(N(C=4C=CC=C2C34)C)=O)CC1